(3R)-3-({2-[2-(trifluoromethoxy)phenyl][1,2,4]triazolo[1,5-c]quinazolin-5-yl}amino)piperidin-2-one FC(OC1=C(C=CC=C1)C1=NN2C(=NC=3C=CC=CC3C2=N1)N[C@H]1C(NCCC1)=O)(F)F